BrC=1C=C(C(=NC1)C=1OC2=C(N1)C=C(C=C2)S(C(F)(F)F)(=O)=N)S(=O)(=O)CC [2-(5-bromo-3-ethylsulfonyl-2-pyridinyl)-1,3-benzoxazol-5-yl]-imino-oxo-(trifluoromethyl)-lambda6-sulfane